C1(CC1)C([C@@H](C(=O)NC=1C=NN(C1)C(CC(F)F)C1=NN=NN1C1CC(C1)(F)F)NC(=O)C=1N(N=CC1)C(C)C)C1CC1 N-[(1S)-1-(dicyclopropyl-methyl)-2-[[1-[1-[1-(3,3-difluorocyclobutyl)tetrazol-5-yl]-3,3-difluoro-propyl]pyrazol-4-yl]amino]-2-oxo-ethyl]-2-isopropyl-pyrazole-3-carboxamide